(S)-5',8-difluoro-6'-methoxy-6-(trifluoromethyl)-3',4'-dihydro-2'H,3H-spiro[imidazo[1,2-a]pyridine-2,1'-naphthalene] FC1=C2CCC[C@@]3(C2=CC=C1OC)N=C1N(C=C(C=C1F)C(F)(F)F)C3